6-methylheptyl 3-((4-((3-(1H-imidazol-1-yl)propyl)amino)-3-(2-octyldodecanamido)-4-oxobutyl)thio)propanoate N1(C=NC=C1)CCCNC(C(CCSCCC(=O)OCCCCCC(C)C)NC(C(CCCCCCCCCC)CCCCCCCC)=O)=O